N1C(CCC1)COC(NC=1N=CC2=CC(=C(C=C2C1)C1=C(C2=C(OCCN2)N=C1)C)F)=O Pyrrolidin-2-ylmethyl-(7-fluoro-6-(8-methyl-2,3-dihydro-1H-pyrido[2,3-b][1,4]oxazin-7-yl)isochinolin-3-yl)carbamat